Hafnium Borohydride [BH4-].[Hf+4].[BH4-].[BH4-].[BH4-]